methyl 4-bromo-2-(bromomethyl)-3-methoxybenzoate BrC1=C(C(=C(C(=O)OC)C=C1)CBr)OC